(S)-ethyl 8-(2-amino-6-((R)-1-(3',4'-dimethyl-4-(3-methyl-1H-pyrazol-1-yl)-[1,1'-biphenyl]-3-yl)-2,2,2-trifluoroethoxy)pyrimidin-4-yl)-2,8-diazaspiro[4.5]decane-3-carboxylate NC1=NC(=CC(=N1)N1CCC2(C[C@H](NC2)C(=O)OCC)CC1)O[C@@H](C(F)(F)F)C=1C=C(C=CC1N1N=C(C=C1)C)C1=CC(=C(C=C1)C)C